triethylamine acetate salt C(C)(=O)O.C(C)N(CC)CC